F[B-](F)(F)F.F[B-](F)(F)F.[NH+]12CC[NH+](CC1)CC2 1,4-diazoniabicyclo[2.2.2]octane bis(tetrafluoroborate)